C(C)(C)(C)C=1C=CC(=C(C1)CC(=O)NC1=CC(=NC=C1)C(=O)NC1(CCC1)C#N)O 4-[[2-(5-tert-butyl-2-hydroxy-phenyl)acetyl]amino]-N-(1-cyanocyclobutyl)pyridine-2-carboxamide